C(C)(=O)C(C(=O)O)(CCCl)Cl 2-acetyl-2,4-dichlorobutyric acid